6-bromo-N'-(4-(tert-butyl(dimethyl)silyl)oxy-2-chloro-phenyl)-4-(cyclopentylamino)pyrrolo[1,2-b]pyridazine-3-carboxamidine BrC=1C=C2N(N=CC(=C2NC2CCCC2)C(=NC2=C(C=C(C=C2)O[Si](C)(C)C(C)(C)C)Cl)N)C1